C(CCCCCCC)O[Mg]OCCCCCCCC dioctoxymagnesium